2-(4-cyclopropyl-6-methoxy-pyrimidin-5-yl)-4-[[4-[1-ethyl-4-(trifluoromethyl)imidazol-2-yl]phenyl]methoxy]-5-methoxy-pyrimidine C1(CC1)C1=NC=NC(=C1C1=NC=C(C(=N1)OCC1=CC=C(C=C1)C=1N(C=C(N1)C(F)(F)F)CC)OC)OC